CC1=C(N=C(S1)NC(CC=1C=C(OCCN2CCN(CC2)C(=O)OC(C)(C)C)C=CC1)=O)C=1C=C2CCN(C2=CC1)C(C1=C(C=CC=C1)C)=O tert-butyl 4-(2-(3-(2-(5-methyl-4-(1-(2-methylbenzoyl)indolin-5-yl) thiazol-2-ylamino)-2-oxoethyl)phenoxy)ethyl)piperazine-1-carboxylate